ClC1=C(C=CC=C1)C1=NC2=C(CN(CC2)C2CC=3N=CC=NC3CC2)N1 6-(2-(2-chlorophenyl)-3,4,6,7-tetrahydro-5H-imidazo[4,5-c]pyridin-5-yl)-5,6,7,8-tetrahydroquinoxaline